(4-((4-bromobutyl)thio)-1-carbonyl-isoindolin-2-yl)piperidine-2,6-dione BrCCCCSC1=C2CN(C(C2=CC=C1)=C=O)N1C(CCCC1=O)=O